Cl.ClC=1C=C(OCC(=O)N)C=CC1Cl 2-(3,4-dichlorophenoxy)acetamide hydrochloride